C(C)[C@H]1OC2=C(CNC1)C1=CC=CC=C1C=C2 (R)-4-ethyl-1,2,3,4-tetrahydronaphtho[1,2-f][1,4]oxazepine